4-(4-(5-neopentyl-1,2,4-oxadiazol-3-yl)benzoyl)piperazin C(C(C)(C)C)C1=NC(=NO1)C1=CC=C(C(=O)N2CCNCC2)C=C1